F[C@@H]1OC(O[C@H]1F)=O trans-cis-4,5-difluoro-1,3-dioxolane-2-one